CCCCOC1C=CC(NC(=O)NC2C=CC(S(N)(=O)=O)=CC=2)=CC=1 4-{[(4'-butoxyphenyl)carbamoyl]amino}benzenesulfonamide